C1(CC1)C1=CC(=NN1)C(C(=O)N)C1=CC=C(C=C1)C=1C=NN2C1C(=CC(=C2)N2C=CN(C=C2)C)C2=NC=CN=C2 (5-cyclopropyl-1H-pyrazol-3-yl)-2-(4-(6-(1-methyl-1H-pyrazin-4-yl)-4-(pyrazin-2-yl)pyrazolo[1,5-a]pyridin-3-yl)phenyl)acetamide